2-oxohex-3-enoate O=C(C(=O)[O-])C=CCC